N-(4-((2-(1,1-difluoroethyl)-6-methylpyrimidin-4-yl)amino)-5-((2-fluoropyridin-4-yl)methoxy)pyridin-2-yl)acetamide FC(C)(F)C1=NC(=CC(=N1)NC1=CC(=NC=C1OCC1=CC(=NC=C1)F)NC(C)=O)C